[O+2].[Se](=O)([O-])[O-].[Bi+3] bismuth selenite oxygen